C1(C=CC=C1)[Ni]Cl.[Ni] nickel (cyclopentadienyl)nickel chloride